4,4',4''-(1,3,5-triazin-2,4,6-triyltriimino)tris-benzoic acid tris(2-ethylhexyl)ester C(C)C(COC(C1=CC=C(C=C1)NC1=NC(=NC(=N1)NC1=CC=C(C(=O)OCC(CCCC)CC)C=C1)NC1=CC=C(C(=O)OCC(CCCC)CC)C=C1)=O)CCCC